4-(2,3-epoxypropoxy)-N,N-bis(2,3-epoxypropoxy)aniline sodium benzenesulfinate C1(=CC=CC=C1)S(=O)[O-].[Na+].C(C1CO1)OC1=CC=C(N(OCC2CO2)OCC2CO2)C=C1